COC1=CC=C(C=C1)C(OCC1(CN(CC1(C)CO)C(CCCCCCCCC(=O)[O-])=O)C)(C1=CC=CC=C1)C1=CC=C(C=C1)OC.[Li+] Racemic-(cis)-Lithium 10-(3-((bis(4-methoxyphenyl)-(phenyl)methoxy)-methyl)-4-(hydroxymethyl)-3,4-dimethylpyrrolidin-1-yl)-10-oxodecanoate